methyl-1H-inden-1-one CC=1C(C2=CC=CC=C2C1)=O